CO[Si](CCCN(C(C)=O)CCC[Si](OC)(OC)OC)(OC)OC N,N-bis(3-trimethoxysilylpropyl)acetamide